C1(CC1)NC(C1=C(C=C(C=C1OC)C1=CN=C2N1C=CC(=C2)C2(CC2)CNC(C)C)OC(F)F)=O N-cyclopropyl-2-(difluoromethoxy)-4-[7-[1-[(isopropylamino)methyl]cyclopropyl]imidazo[1,2-a]pyridin-3-yl]-6-methoxy-benzamide